2,3,4-trifluoro-N-methylaniline FC1=C(NC)C=CC(=C1F)F